2,9-dicarboxy-1,10-phenanthroline C(=O)(O)C1=NC2=C3N=C(C=CC3=CC=C2C=C1)C(=O)O